(3R)-3-(2-chlorothiazol-5-yl)-8-methyl-5-oxo-6-[3-(trifluoromethyl) phenyl]-2,3-dihydrothiazolo[3,2-a]pyrimidin-8-ium-7-olate ClC=1SC(=CN1)[C@H]1CSC=2N1C(C(=C([N+]2C)[O-])C2=CC(=CC=C2)C(F)(F)F)=O